4-methoxy-2-oxo-1-phenyl-1,2-dihydropyridine-3-carboxamide COC1=C(C(N(C=C1)C1=CC=CC=C1)=O)C(=O)N